4-amino-2-(ethoxymethyl)-1H-imidazo[4,5-C]quinoline-1-butylamine NC1=NC=2C=CC=CC2C2=C1N=C(N2CCCCN)COCC